methyl (2S,4S)-4-methylsulfonyloxy-1-trityl-pyrrolidine-2-carboxylate CS(=O)(=O)O[C@H]1C[C@H](N(C1)C(C1=CC=CC=C1)(C1=CC=CC=C1)C1=CC=CC=C1)C(=O)OC